6-chloro-N-[5-(2-cyanoethyl)-4,6-dimethoxy-pyrimidin-2-yl]-7-(2-pyrimidinyl)-1H-indole-3-sulfonic acid amide ClC1=CC=C2C(=CNC2=C1C1=NC=CC=N1)S(=O)(=O)NC1=NC(=C(C(=N1)OC)CCC#N)OC